NC1=C2C(=NC=N1)N(N=C2C(=O)NC2=CC(=CC=C2)CC2=CC=CC=C2)C2CCCC2 4-amino-N-(3-benzylphenyl)-1-cyclopentyl-1H-pyrazolo[3,4-d]pyrimidine-3-carboxamide